N=1N(N=C2C1C=CC=C2)C2=CC(=CC(=C2O)CC2=C(C=CC(=C2)C)O)C(C)(C)C 6-(2-benzotriazolyl)-4-tert-butyl-4'-methyl-2,2'-methylenebisphenol